4-(trifluoromethyl)bromobenzyl bromide FC(C1=CC=C(C(Br)Br)C=C1)(F)F